(S)-quinuclidin-3-yl (7-(2-(2-methoxyethoxy)phenyl)-2,2-dimethyl-1,2,3,4-tetrahydronaphthalen-1-yl)carbamate COCCOC1=C(C=CC=C1)C1=CC=C2CCC(C(C2=C1)NC(O[C@@H]1CN2CCC1CC2)=O)(C)C